1-((1-(fluoromethyl)cyclopropyl)methyl)-1H-benzo[d]imidazole-6-carboxylate FCC1(CC1)CN1C=NC2=C1C=C(C=C2)C(=O)[O-]